N[C@H]1CN(CCC1)C(=O)C=1C=C(C=2N(C1)N=C(C2C)C=2N(C1=CC(=CC=C1C2)C2=CC=C(C=C2)CNC(C)=O)CC2CC2)OC N-{[4-(2-{6-[(3R)-3-Aminopiperidine-1-carbonyl]-4-methoxy-3-methylpyrazolo[1,5-a]pyridin-2-yl}-1-(cyclopropylmethyl)-1H-indol-6-yl)phenyl]methyl}acetamide